(2R,3R,4R,5S)-1-(2-chlorophenylethyl)-2-methylpiperidine-3,4,5-triol ClC1=C(C=CC=C1)CCN1[C@@H]([C@H]([C@@H]([C@H](C1)O)O)O)C